O1CCC=2C1=CC=CC2C(=O)O 2,3-dihydrobenzoFuran-4-carboxylic acid